N-(3-Bicyclo[1.1.1]pentanyl)-4-[[2-(5-tert-butyl-2-hydroxy-phenyl)acetyl]amino]pyridine-2-carboxamide C12CC(C1)(C2)NC(=O)C2=NC=CC(=C2)NC(CC2=C(C=CC(=C2)C(C)(C)C)O)=O